COC=1C=C(C=CC1OC1OCCCC1)C1=NC2=CC(=CC(=C2C(C1OC1OCCCC1)=O)OC1OCCCC1)OC 2-(3-methoxy-4-tetrahydropyranyloxyphenyl)-7-methoxy-3,5-ditetrahydropyranyloxyquinolin-4-one